((6-methoxy-2-methyl-1,2,3,4-tetrahydroisoquinolin-7-yl)amino)-5-((2-(methoxymethyl)phenyl)amino)-1,2,4-triazine-6-carboxamide COC=1C=C2CCN(CC2=CC1NC=1N=NC(=C(N1)NC1=C(C=CC=C1)COC)C(=O)N)C